FC=1C=NC(N(C1)C1=CC=C(C=C1)C(F)(F)F)N1C(=NC2=C1C=CC=C2)C 5-fluoro-2-(2-methyl-1H-benzimidazol-1-yl)-N-[4-(trifluoromethyl)phenyl]pyrimidine